bis(isothiocyano) bis(2,2'-bipyridyl-4,4'-dicarboxylate) ruthenium (II) [Ru+2].N1=C(C=C(C=C1)C(=O)ON=C=S)C1=NC=CC(=C1)C(=O)[O-].N1=C(C=C(C=C1)C(=O)ON=C=S)C1=NC=CC(=C1)C(=O)[O-]